C(C=C)(=O)NC(CS(=O)(=O)O)CCCCCCCCCCCCCCCC 2-acrylamido-octadecanesulfonic acid